dodecenyl-(dodecenyl)succinic anhydride C(=CCCCCCCCCCC)C1(C(=O)OC(C1)=O)C=CCCCCCCCCCC